2-ethylhexyl 3-((5-isopropyl-7-(4-(trifluoromethyl)piperidin-1-yl)-5H-pyrrolo[3,2-d]pyrimidin-2-yl)thio)propionate C(C)(C)N1C=C(C=2N=C(N=CC21)SCCC(=O)OCC(CCCC)CC)N2CCC(CC2)C(F)(F)F